5-bromo-2,3-dihydro-1H-indene-4-amine BrC1=C(C=2CCCC2C=C1)N